5-({[6-(trifluoromethyl)pyridin-2-yl]carbonyl}amino)-1H-indazole-6-carboxylic acid methyl ester COC(=O)C1=C(C=C2C=NNC2=C1)NC(=O)C1=NC(=CC=C1)C(F)(F)F